(E)-toluene CC1=CC=CC=C1